6-(2-amino-6-fluoro-5-(3-fluoro-4-(4-methylpiperazin-1-yl)phenyl)pyridin-3-yl)-7-fluoro-3,4-dihydroisoquinolin-1(2H)-one NC1=NC(=C(C=C1C=1C=C2CCNC(C2=CC1F)=O)C1=CC(=C(C=C1)N1CCN(CC1)C)F)F